C(C=C)OCC1CC(O1)=O 4-[(2-propen-1-yloxy)methyl]-2-oxetanone